C(CCCCCCCCCCCCCCC)C(C(=O)O)N(C)C cetyl-dimethylaminoacetic acid